N=1NN=C(C1)C1=NC=2C(=C3C(=NC2)NC=C3)N1C1CCC(CC1)CC#N 2-((1r,4r)-4-(2-(2H-1,2,3-triazol-4-yl)imidazo[4,5-d]pyrrolo[2,3-b]pyridin-1(6H)-yl)cyclohexyl)acetonitrile